C[Si](C)(C)C(C(C(=O)O)[Si](C)(C)C)C(=O)O bis(trimethylsilyl)succinic acid